N1=CC(=CC=C1)OS(=O)(=O)CC(C)O 3-pyridyl-2-hydroxypropane-1-sulfonate